6,7-dichloro-3-methyl-[1,2,4]triazolo[3,4-a]phthalazine ClC1=NN2C(C3=CC=CC(=C13)Cl)=NN=C2C